Benzyl 4-(2-((methyl-(2-(methylamino)ethyl)amino)methyl)-5,6-dihydro-4H-pyrrolo[1,2-b]pyrazol-3-yl)-3,6-dihydropyridine-1(2H)-carboxylate CN(CCNC)CC=1C(=C2N(N1)CCC2)C=2CCN(CC2)C(=O)OCC2=CC=CC=C2